FC(C=1C=C(C=CC1F)C=1C=C2C(=NC1)C=NN2CC2=NC(=NC=C2)C)F 6-[3-(Difluoromethyl)-4-fluoro-phenyl]-1-[(2-methylpyrimidin-4-yl)methyl]pyrazolo[4,3-b]pyridine